C(C)(C)C1=NN(C(C2=CC=3C=CSC3N12)=O)CC(=O)NC=1C=NC=CC1 2-(12-isopropyl-9-oxo-3-thia-1,10,11-triazatricyclo[6.4.0.02,6]dodeca-2(6),4,7,11-tetraen-10-yl)-N-(3-pyridyl)acetamide